6-{[5-(2-hydroxypropan-2-yl)pyridin-2-yl]amino}-4-{[3-methoxy-4-(5-methyl-1,2,4-oxadiazol-3-yl)pyridin-2-yl]amino}-N-(2H3)methylpyridazine-3-carboxamide OC(C)(C)C=1C=CC(=NC1)NC1=CC(=C(N=N1)C(=O)NC([2H])([2H])[2H])NC1=NC=CC(=C1OC)C1=NOC(=N1)C